FC(C1=NN(C=C1NC1=NC2=CC(=CC=C2C=N1)N1C(OC[C@@H]1C)=O)C)F (4S)-3-(2-{[3-(difluoromethyl)-1-methyl-1H-pyrazol-4-yl]amino}quinazolin-7-yl)-4-methyl-1,3-oxazolidin-2-one